CC1(CC1)NC(O[C@H]1C[C@H](CC1)C=1NN=C(C1)NC(=O)OCC1=CC=CC=C1)=O (1R,3S)-3-(5-{[(benzyloxy)carbonyl]amino}-2H-pyrazol-3-yl)cyclopentyl N-(1-methylcyclopropyl)carbamate